7-(cyclopentylamino)-2-methyl-8-(naphthalen-1-ylmethyl)-6-oxo-9-(3-(trifluoromethyl)phenyl)-3,4-dihydro-2H,6H-pyrido[1,2-e][1,2,5]thiadiazine-4-carboxylic acid 1,1-dioxide C1(CCCC1)NC1=C(C(=C2N(C(CN(S2(=O)=O)C)C(=O)O)C1=O)C1=CC(=CC=C1)C(F)(F)F)CC1=CC=CC2=CC=CC=C12